BrC=1C=C(C(=O)NC2C(CCCC2)NC(C2=CC(=C(C(=C2)N)F)Br)=O)C=C(C1F)N N,N'-bis(3-bromo-4-fluoro-5-aminobenzoyl)cyclohexane-1,2-diamine